3-Amino-1-butanthiol NC(CCS)C